CC1(OB(OC1(C)C)C1=C(C2=C(C3=C(O2)C(=C(C(=C3[2H])C#N)[2H])[2H])C(=C1[2H])[2H])[2H])C 7-(4,4,5,5-tetramethyl-1,3,2-dioxaborolan-2-yl)dibenzo[b,d]furan-2-carbonitrile-1,3,4,6,8,9-d6